1,4-dimethoxy-2-methyl-benzene COC1=C(C=C(C=C1)OC)C